2-(5-(4-(aminomethyl)-1-oxo-1,2-dihydro-phthalazin-6-yl)pyridin-3-yl)-4-methoxy-benzonitrile NCC1=NNC(C2=CC=C(C=C12)C=1C=C(C=NC1)C1=C(C#N)C=CC(=C1)OC)=O